p-dinitrosobenzene C1=CC(=CC=C1N=O)N=O